5-isopropyl-9-oxo-4,9-dihydro-5H-thieno[3,2-a]quinolizine-8-carboxylic acid C(C)(C)C1CC2=C(C3=CC(C(=CN13)C(=O)O)=O)C=CS2